tert-butyl N-[5-ethylsulfonyl-6-[3-methyl-6-(trifluoromethyl)imidazo[4,5-c]pyridin-2-yl]-3-pyridyl]-N-methylcarbamate C(C)S(=O)(=O)C=1C=C(C=NC1C1=NC2=C(C=NC(=C2)C(F)(F)F)N1C)N(C(OC(C)(C)C)=O)C